6-(4-(oxetan-3-yl)piperazin-1-yl)pyridin O1CC(C1)N1CCN(CC1)C1=CC=CC=N1